O1-tert-butyl O2-methyl (2S)-azetidine-1,2-dicarboxylate N1([C@@H](CC1)C(=O)OC)C(=O)OC(C)(C)C